COC(=O)C=1C=C2C(=NC1)C[C@@]1(C(NC3=NC=CC=C31)=O)C2 (S)-2'-oxo-1',2',5,7-tetrahydrospiro[cyclopenta[B]pyridine-6,3'-pyrrolo[2,3-B]pyridine]-3-carboxylic acid methyl ester